N1(C(CCC1)C(=O)N)C(=O)N pyrrolidin-1,2-dicarboxamide